C[C@]1(CN(CCC1)C1=CC=NC=C1)O 4-((3S)-3-methyl-3-hydroxypiperidinyl)pyridine